(5R)-4-(5-aminopyrimidin-2-yl)-5-methylpiperazin-2-one NC=1C=NC(=NC1)N1CC(NC[C@H]1C)=O